propylene cyano ethanesulfonate (Propenyl cyanoethansulfonate) C(=CC)C(C)(S(=O)(=O)O)C#N.C(C)S(=O)(=O)OC#N.C=CC